FC=1C=C2C(=C(N(C2=CC1)C1CCN(CC1)[C@@H]1CC[C@@H](CC1)C(C)C)CNC(OCC)=O)CN1CCCC1 ethyl ((5-fluoro-1-(1-(cis-4-isopropylcyclohexyl) piperidin-4-yl)-3-(pyrrolidin-1-ylmethyl)-1H-indol-2-yl)methyl)carbamate